bromo-1,4-dihydronaphthalene-2-carbaldehyde BrC1C(=CCC2=CC=CC=C12)C=O